[Al](Cl)(Cl)Cl ALUMINIUM CHLORID